ClC1=C(C=CC(=C1)OC1=CC=CC=C1)C(O)N1C2=C(NC(C1(C([2H])([2H])[2H])COC)=O)C=NC1=C2C=CN1 ((2-chloro-4-benzeneoxyphenyl)(hydroxy)methyl)-2-(methoxymethyl)-2-(methyl-d3)-1,2,4,7-tetrahydro-3H-pyrrolo[3',2':5,6]pyrido[3,4-b]pyrazin-3-one